2-(4-vinylbenzoyl)oxirane C(=C)C1=CC=C(C(=O)C2OC2)C=C1